ClC1=CC=C(C=C1)[C@@]1(N(C(C2=CC(=CC(=C12)F)C(C)(C1CCOCC1)O)=O)CC1=NC=C(C=C1)Cl)OCC1(CC1)C(=O)N 1-({[(1R)-1-(4-Chlorophenyl)-2-[(5-chloropyridin-2-yl)methyl]-7-fluoro-5-[1-hydroxy-1-(oxan-4-yl)ethyl]-3-oxo-2,3-dihydro-1H-isoindol-1-yl]oxy}methyl)cyclopropan-1-carboxamid